1-cyclohexyl-propyne C1(CCCCC1)C#CC